4-(4-((N,N-diethylsulfamoyl)amino)phenyl)-1H-pyrrolo[2,3-b]pyridin C(C)N(S(=O)(=O)NC1=CC=C(C=C1)C1=C2C(=NC=C1)NC=C2)CC